N-(6-(5-cyanopyridin-3-yl)-2,2-dimethyl-2,3-dihydrobenzofuran-5-yl)pyrazolo[1,5-a]pyrimidine-3-carboxamide C(#N)C=1C=C(C=NC1)C1=CC2=C(CC(O2)(C)C)C=C1NC(=O)C=1C=NN2C1N=CC=C2